N-(2-(5-methoxy-1H-indol-3-yl)ethyl)pentanamide COC=1C=C2C(=CNC2=CC1)CCNC(CCCC)=O